2,3-dihydro-1,3,4-thiadiazole S1CNN=C1